N-[4-[(6,7-dimethoxy-1,5-naphthyridin-4-yl)oxy]phenyl]-5-ethenyl-1-(4-fluorophenyl)-4,6-dimethyl-2-oxopyridine-3-carboxamide COC=1N=C2C(=CC=NC2=CC1OC)OC1=CC=C(C=C1)NC(=O)C=1C(N(C(=C(C1C)C=C)C)C1=CC=C(C=C1)F)=O